(S)-(4-(benzo[d]oxazol-2-yl)-6,7-dihydro-1H-imidazo[4,5-c]pyridin-5(4H)-yl)(4-(difluoromethyl)-2-(1-methyl-1H-imidazol-4-yl)oxazol-5-yl)methanone O1C(=NC2=C1C=CC=C2)[C@H]2N(CCC1=C2N=CN1)C(=O)C1=C(N=C(O1)C=1N=CN(C1)C)C(F)F